C(C)(=O)C1=NN(C2=CN=C(C=C21)C=2C=NC(=NC2)C)CC(=O)N2[C@@H]1C[C@@]1(C[C@@H]2C(=O)NC2=NC(=CC=C2C)Br)CC(C)C (1R,3R,5R)-2-(2-(3-acetyl-5-(2-methylpyrimidin-5-yl)-1H-pyrazolo[3,4-c]pyridin-1-yl)acetyl)-N-(6-bromo-3-methylpyridin-2-yl)-5-isobutyl-2-azabicyclo[3.1.0]hexane-3-carboxamide